CNS(=O)(=O)C1=CC=C(C=C1)NCC#CC=1N(C2=CC=CC(=C2C1)NC1CCOCC1)CC(F)(F)F N-methyl-4-[(3-{4-[(oxan-4-yl)amino]-1-(2,2,2-trifluoroethyl)-1H-indol-2-yl}prop-2-yn-1-yl)amino]benzene-1-sulfonamide